5-(1-isopropyl-1H-benzo[d][1,2,3]triazol-5-yl)-3-(4-methoxy-2-methylphenyl)-1,2,4-oxadiazole C(C)(C)N1N=NC2=C1C=CC(=C2)C2=NC(=NO2)C2=C(C=C(C=C2)OC)C